4a-(2-chloro-6-fluorophenyl)octahydro-2H-benzo[b][1,4]Oxazine hydrochloride Cl.ClC1=C(C(=CC=C1)F)C12C(OCCN1)CCCC2